FC1=C(C=C(C(=C1)C)C=1C=C(C=2N(C1)C=CN2)N2CCOCC2)NC(=O)C2=CC(=NC=C2)N2CCCC2 N-{2-fluoro-4-methyl-5-[8-(morpholin-4-yl)imidazo[1,2-a]pyridin-6-yl]phenyl}-2-(pyrrolidin-1-yl)pyridine-4-carboxamide